5-bromo-4-(3-cyclopropylphenoxy)pyridin-2-amine BrC=1C(=CC(=NC1)N)OC1=CC(=CC=C1)C1CC1